3,5-dichloro-benzene ClC=1C=CC=C(C1)Cl